COC(=O)[C@@]1([C@@H](C1)C=C)NC(=O)OC(C)(C)C (1R,2S)-1-(tert-butoxycarbonylamino)-2-vinyl-cyclopropanecarboxylic acid methyl ester